5-(3-(1H-indol-3-yl)-1H-pyrazol-1-yl)-2-morpholinobenzo[d]oxazole N1C=C(C2=CC=CC=C12)C1=NN(C=C1)C=1C=CC2=C(N=C(O2)N2CCOCC2)C1